C(C)(C)(C)OC(=O)N1CC2=CC=C(C=C2CC1)N1CCC(CC1)F 6-(4-Fluoropiperidin-1-yl)-3,4-Dihydroisoquinoline-2(1H)-carboxylic acid tert-butyl ester